2-((2-methylundec-1-en-1-yl)oxy)benzene CC(=COC1=CC=CC=C1)CCCCCCCCC